2,12,13-tribromolysergic acid BrC1=C2C[C@H]3N(C[C@H](C(O)=O)C=C3C=3C(=C(C=C(N1)C32)Br)Br)C